CC1=C(C(=CC(=C1)C)C)S(=O)(=O)O 2,4,6-trimethylbenzenesulfonic acid